acryloyl-5-aminosalicylic acid C(C=C)(=O)OC=1C(C(=O)O)=CC(=CC1)N